FC(C(CC(=O)OCC1=CC=CC=C1)=O)(F)F benzyl 4,4,4-trifluoroacetoacetate